1,2-bis(trichlorostannyl)ethane Cl[Sn](CC[Sn](Cl)(Cl)Cl)(Cl)Cl